Cl.N1(C=NC=C1)CCCNC1=NC=C(C=N1)C1=C(N=C(C(=N1)C(=O)NC(N)=N)N)NCCC1=CNC2=CC=CC=C12 6-(2-((3-(1H-imidazol-1-yl)propyl)amino)pyrimidin-5-yl)-5-((2-(1H-indol-3-yl)ethyl)amino)-3-amino-N-carbamimidoylpyrazine-2-carboxamide hydrochloride